di(2-methylpentyl) terephthalate C(C1=CC=C(C(=O)OCC(CCC)C)C=C1)(=O)OCC(CCC)C